N-[(3S,4S)-1-methyl-3-methyl-4-piperidyl]-6-{3-[2-methoxy-4-(3,3,3-trifluoropropylsulfonyl)phenylamino]-1-propynyl}-1-(2,2,2-trifluoroethyl)-1H-1,3-benzimidazole-4-carboxamide CN1C[C@@H]([C@H](CC1)NC(=O)C1=CC(=CC=2N(C=NC21)CC(F)(F)F)C#CCNC2=C(C=C(C=C2)S(=O)(=O)CCC(F)(F)F)OC)C